CN1[C@@H](CN(CC1)C(=O)OC)CC1=CC(=CC=C1)NC(=O)NC=1C=NC(=CC1)C methyl (3R)-4-methyl-3-[(3-{[(6-methyl(3-pyridyl))amino]carbonylamino}phenyl)methyl]piperazinecarboxylate